O(C1=CC=CC=C1)C1=CC=C2C=CC(=C3C4=C(C=CC5=CC=C(C(C1=C23)=C45)OC4=CC=CC=C4)OC4=CC=CC=C4)OC4=CC=CC=C4 1,6,7,12-tetraphenoxyperylene